C(N)(=O)C1=CC=C(C[C@H](N)C(=O)O)C=C1 L-4-carbamoylphenylalanine